C(C(C)C)C=1OC(=C(N1)C=1C=C2CN(C(C2=CC1)=O)C1C(NC(CC1)=O)=O)C1=CC=CC=C1 3-(5-(2-isobutyl-5-phenyloxazol-4-yl)-1-oxoisoindolin-2-yl)piperidine-2,6-dione